C(#N)C1CN(C1)S(=O)(=O)N1C[C@H](CCC1)C(=O)N1[C@H](CCC1)C(=O)N[C@H]1CCOC2=C1C=CC=C2 1-(((3S)-1-((3-cyano-1-azetidinyl)sulfonyl)-3-piperidinyl)carbonyl)-N-((4S)-3,4-dihydro-2H-benzopyran-4-yl)-D-prolinamide